3-(phenylethynyl)-4-nitrobenzylether C1(=CC=CC=C1)C#CC=1C=C(COCC2=CC(=C(C=C2)[N+](=O)[O-])C#CC2=CC=CC=C2)C=CC1[N+](=O)[O-]